1,1,1-trifluoropropan-2-yl cis-(biphenyl-3-ylmethyl)-3-((methylsulfonyl)amino)piperidine-1-carboxylate C1(=CC(=CC=C1)C[C@@H]1N(CCC[C@@H]1NS(=O)(=O)C)C(=O)OC(C(F)(F)F)C)C1=CC=CC=C1